ClC1=CC=C(C(=N1)C(=O)NS(=O)(=O)C)N[C@H](C)C=1C=C(C=C2C(N(C(=NC12)N1CCN(CC1)C=1C=NC(=C(C1)F)C)C)=O)C (R)-6-chloro-3-((1-(2-(4-(5-fluoro-6-methylpyridin-3-yl)piperazin-1-yl)-3,6-dimethyl-4-oxo-3,4-dihydroquinazolin-8-yl)ethyl)amino)-N-(methylsulfonyl)picolinamide